NC1=NC(=CC(=N1)C=1N=NN(C1)CC1=CN=C(S1)N1CCC(CC1)C(=O)O)C1=CC(=CC=C1)C#N [5-({4-[2-amino-6-(m-cyanophenyl)-4-pyrimidinyl]-1H-1,2,3-triazol-1-yl}methyl)-1,3-thiazol-2-yl]-4-piperidinecarboxylic acid